3-amino-4,6-dichloropicolinonitrile NC=1C(=NC(=CC1Cl)Cl)C#N